N-phospholysine P(=O)(O)(O)N[C@@H](CCCCN)C(=O)O